CC(C)C1=C[C@@]23[C@@H](O2)[C@@H]4[C@@H]5[C@@](C3=CC1=O)(CCCC5(C)C)C(=O)O4 The molecule is an abietane diterpenoid isolated from the stem bark of Fraxinus sieboldiana. It has a role as a plant metabolite. It is a diterpene lactone, an abietane diterpenoid, a cyclic terpene ketone and an epoxide.